5-(4-((1-Methylpiperidin-4-yl)methyl)piperazin-1-yl)-2-(pyridin-2-yl)-4,5,6,7-tetrahydro-2H-indazol-3-ol CN1CCC(CC1)CN1CCN(CC1)C1CC2=C(N(N=C2CC1)C1=NC=CC=C1)O